NC1=CC=C(C=N1)/C=C/C(=O)NCC=1OC2=C(C1)C=C(C=C2C=2C=NC=CC2)C2=C(C=C(C=C2)C(=O)N2CCC(CC2)(F)F)F (E)-3-(6-aminopyridin-3-yl)-N-((5-(4-(4,4-difluoropiperidine-1-carbonyl)-2-fluorophenyl)-7-(pyridin-3-yl)benzofuran-2-yl)methyl)acrylamide